FC1=C2C=CC=NC2=CC(=C1C(C)O)F 1-(5,7-difluoro-6-quinolinyl)ethanol